N,N-dicyclohexyl-acetamide C1(CCCCC1)N(C(C)=O)C1CCCCC1